N-cyclohexylbutane-1,4-diamine C1(CCCCC1)NCCCCN